2-(2,4-Difluorophenyl)-N-[(3S)-9-fluoro-2-oxo-5-phenyl-1,3-dihydro-1,4-benzodiazepin-3-yl]-6-(hydroxymethyl)-6,7-dihydro-5H-pyrazolo[5,1-b][1,3]oxazine-3-carboxamide FC1=C(C=CC(=C1)F)C1=NN2C(OCC(C2)CO)=C1C(=O)N[C@@H]1C(NC2=C(C(=N1)C1=CC=CC=C1)C=CC=C2F)=O